(R)-N-(((S)-3,4-Dihydro-2H-Pyran-2-Yl)Methyl)-2-Methylpropane-2-Sulfinamide O1[C@@H](CCC=C1)CN[S@](=O)C(C)(C)C